CC(C(=O)Cl)CC(C)(C)C 2,4,4-trimethylvaleryl chloride